tert-butyl 6-(3-methylbenzyl)-2-azaspiro[3.4]octane-2-carboxylate CC=1C=C(CC2CC3(CN(C3)C(=O)OC(C)(C)C)CC2)C=CC1